N-(3-cyano-4-fluorophenyl)-N-(4-fluorobenzyl)propanesulfonamide C(#N)C=1C=C(C=CC1F)N(S(=O)(=O)CCC)CC1=CC=C(C=C1)F